5-(1-(4-(ethoxymethyl)-4-phenethylpiperidin-1-yl)propyl)-4-ethyl-2-methylpyridine C(C)OCC1(CCN(CC1)C(CC)C=1C(=CC(=NC1)C)CC)CCC1=CC=CC=C1